S1C(=NC2=C1C=CC=C2)NC2=C(C=C(N=N2)N(C=2SC(=C(N2)C(=O)O)CCCOC=2C=NC(=CC2F)C#CCNC)C)C 2-({6-[(1,3-Benzothiazol-2-yl)amino]-5-methylpyridazin-3-yl}(methyl)amino)-5-[3-({4-fluoro-6-[3-(methylamino)prop-1-yn-1-yl]pyridin-3-yl}oxy)propyl]-1,3-thiazole-4-carboxylic acid